COS(=O)(=O)C=1C(=NC=CC1)C1=CN(C(=C1)C1=C(C=CC=C1)F)S(=O)(=O)C=1C=NC=CC1 (5-(2-fluorophenyl)-1-(pyridine-3-yl-sulfonyl)-1H-pyrrole-3-yl)-pyridine-3-sulfonic acid methyl ester